BrC=1C=C(C=2N(C1)N=CC2NC(=O)NC)OC 1-(6-bromo-4-methoxypyrazolo[1,5-a]pyridine-3-yl)-3-methylurea